NCCOCCNC(C1=C(C=C(C=C1)NC=1C=2N(C=CN1)C(=CN2)C2=C(C(=C(C=C2)OCC#C)F)F)CC)=O N-[2-(2-Aminoethoxy)ethyl]-4-[[3-(2,3-difluoro-4-prop-2-ynoxyphenyl)imidazo[1,2-a]pyrazin-8-yl]amino]-2-ethylbenzamid